C1(=CC=CC=C1)N(C1=CC=CC=C1)C1=CC=2C3(C4=CC(=CC=C4C2C=C1)N(C1=CC=CC=C1)C1=CC=CC=C1)C1=CC(=CC=C1C=1C=CC(=CC13)N(C1=CC=CC=C1)C1=CC=CC=C1)N(C1=CC=CC=C1)C1=CC=CC=C1 2,2',7,7'-Tetrakis-(N,N-diphenylamino)-9,9'-spirobifluoren